ClC1=NC=CC(=N1)NC1=CC=CC=C1 2-chloro-4-(phenylamino)pyrimidine